(2S)-2-amino-3-(4-(2-amino-6-((R)-1-(4-chloro-2-(3,4-dihydro-2H-pyran-5-yl)phenyl)-2,2,2-trifluoroethoxy)pyrimidine-4-yl)cyclohex-3-ene-1-yl)propionic acid hydrochloride Cl.N[C@H](C(=O)O)CC1CC=C(CC1)C1=NC(=NC(=C1)O[C@@H](C(F)(F)F)C1=C(C=C(C=C1)Cl)C=1CCCOC1)N